2-(3,4-dimethoxyphenyl)-3-hydroxy-6-methyl-4H-1-benzopyran-4-one COC=1C=C(C=CC1OC)C=1OC2=C(C(C1O)=O)C=C(C=C2)C